4'-(4-Propylphenyl)-5-methoxy-[1,1'-biphenyl]-3,4-diol C(CC)C1=CC=C(C=C1)C1=CC=C(C=C1)C1=CC(=C(C(=C1)OC)O)O